C(#N)C=1C=NN2C1C(=CC(=C2)OCC2(CC2)NC(OC(C)(C)C)=O)C=2C=NC(=CC2)N2CC1N(C(C2)C1)CC=1C=NC(=CC1)OC tert-butyl (1-(((3-cyano-4-(6-(6-((6-methoxypyridin-3-yl)methyl)-3,6-diazabicyclo[3.1.1]heptan-3-yl)pyridin-3-yl)pyrazolo[1,5-a]pyridin-6-yl)oxy)methyl)cyclopropyl)carbamate